NC=1C2=C(N=CN1)N(C=C2C2=CC(=C(C=C2)NC(=O)NC2=CC(=C(C=C2)CN2CCC(CC2)NC)C(F)(F)F)F)C2CC2 1-(4-(4-amino-7-cyclopropyl-7H-pyrrolo[2,3-d]pyrimidin-5-yl)-2-fluorophenyl)-3-(4-((4-(methylamino)piperidin-1-yl)methyl)-3-(trifluoromethyl)phenyl)urea